N-(1-(tert-butylsulfonyl)indolin-6-yl)-4-((2-hydroxyethyl)sulfonamido)-2-(6-methyl-3-azabicyclo[4.1.0]heptan-3-yl)benzamide C(C)(C)(C)S(=O)(=O)N1CCC2=CC=C(C=C12)NC(C1=C(C=C(C=C1)NS(=O)(=O)CCO)N1CC2CC2(CC1)C)=O